CS(=O)(=O)OC1=CC=C2C(=COCO2)C1 1,5-dihydro-2,4-benzodioxin-6-yl methanesulfonate